C(C)(=O)NCC(=O)NC1CCC=2N(C3=C(C(=CC=C3C2C=2C=NNC2)Cl)Cl)C1 2-Acetamido-N-[3,4-dichloro-10-(1H-pyrazol-4-yl)-6,7,8,9-tetrahydropyrido[1,2-a]indol-7-yl]acetamide